FC(S(=O)(=O)N1CCC(CC1)N)F 1-((difluoromethyl)sulfonyl)piperidin-4-amine